C(C1C(C(C(O1)(CO)O)O)O)OP(=O)(O)O 6-O-Phosphonohex-2-ulofuranose